ClC1=CC=C(C=C1)C=1N(C(N(C1C)CC1=NN(C(=N1)[C@H](C)O)C1=CC(=CC=C1)Cl)=O)C[C@@H](C(F)(F)F)O 4-(4-chlorophenyl)-1-((1-(3-chlorophenyl)-5-((S)-1-hydroxyethyl)-1H-1,2,4-triazol-3-yl)methyl)-5-methyl-3-((S)-3,3,3-trifluoro-2-hydroxypropyl)-1,3-dihydro-2H-imidazol-2-one